2,2'-bipyridine-5,5'-dicarboxylate N1=C(C=CC(=C1)C(=O)[O-])C1=NC=C(C=C1)C(=O)[O-]